C(C)(=O)NC1=C(OCCC(=O)O)C=C(C=C1F)[N+](=O)[O-] 3-(2-acetamido-3-fluoro-5-nitrophenoxy)propanoic acid